COC1=CC=C(C=C1)CO[C@H](CC1OC1)C 2-[(2s)-2-[(4-methoxyphenyl)methoxy]propyl]oxirane